N-(3-bromobenzylidene)-2-methylpropane-2-sulfinamide BrC=1C=C(C=NS(=O)C(C)(C)C)C=CC1